C(C)(C)(C)C=1C=C(NN1)NC(NC1=CC=C(C=C1)N1C=NC2=C1C=CC(=C2)OCC(=O)O)=O (1-{4-[3-(5-tert-butyl-2H-pyrazol-3-yl)-ureido]-phenyl}-1H-benzimidazol-5-yloxy)-acetic acid